1,3-dimethyl-1,3-diazepine CN1CN(C=CC=C1)C